7-((R)-6-methylheptan-2-yl)-2,3,4,7,8,9,10,11,12,13,14,15,16,17-tetradecahydro-1H-cyclopenta[a]phenanthren-3-yl (2-((2-methoxy-3,4-dioxocyclobut-1-en-1-yl)amino)ethyl)carbamate COC1=C(C(C1=O)=O)NCCNC(OC1CCC2C3CCC4CCCC4C3C(C=C2C1)[C@H](C)CCCC(C)C)=O